C1(CCCC1)C(CCS(=O)C)(O)C1=CC=CC=C1 1-cyclopentyl-3-(methylsulfinyl)-1-phenyl-1-propanol